NC1(N=CC=N1)CO 2-aminoimidazolemethanol